OCC=1C(=C(C=C(C1)OC(F)(F)F)NC(=O)NC1CC2(CN(C2)C(=O)C=2C=NN3C2C=NC=C3)C1)OC 1-(3-(hydroxymethyl)-2-methoxy-5-(trifluoromethoxy)phenyl)-3-(2-(pyrazolo[1,5-a]pyrazine-3-carbonyl)-2-azaspiro[3.3]heptan-6-yl)urea